CC=1C(=CN(C1C1=C(C=CC=C1)C(F)(F)F)C1COC1)C(=O)O 4-methyl-1-(oxetan-3-yl)-5-(2-(trifluoromethyl)phenyl)-1H-pyrrole-3-carboxylic acid